ONC(CCCCCCCCCCC\C=C/CCCCCCCC)=O (Z)-N-hydroxydocos-13-enamide